[Cl-].C(C=C)[N+](CCCCCCCCCCCC)(C)C allyl-dimethyl-dodecyl-ammonium chloride